CSC1=NN2C(S1)=NC(=C2)C(=O)Cl 2-(methylsulfanyl)imidazo[2,1-b][1,3,4]thiadiazole-6-carbonyl chloride